CN1N=C(C=C1)CN1C(C2=CC=C(C=C2C=N1)SCC(=O)OCC(CCCCC)CC)=O 2-ethylheptyl 2-(2-((1-methyl-1H-pyrazol-3-yl)methyl)-1-oxo-1,2-dihydrophthalazin-6-ylthio)acetate